8,9-dimethyl-7-(3-(6-morpholinopyridin-3-yl)-7,8-dihydro-1,6-naphthyridin-6(5H)-yl)-4H-pyrimido[1,2-b]pyridazin-4-one CC1=C(C=2N(N=C1N1CC=3C=C(C=NC3CC1)C=1C=NC(=CC1)N1CCOCC1)C(C=CN2)=O)C